7-(1-Methyl-1H-pyrrol-3-yl)-5-{[(2S)-morpholin-2-yl]methoxy}quinoline CN1C=C(C=C1)C1=CC(=C2C=CC=NC2=C1)OC[C@@H]1CNCCO1